ClC=1C=CC(=NC1C(=O)OC)C=1C=NC(=CC1)OC Methyl 5-chloro-6'-methoxy-[2,3'-bipyridine]-6-carboxylate